tert-butyl 7-(hydroxymethyl)-3,4-dihydroisoquinoline-2(1H)-carboxylate OCC1=CC=C2CCN(CC2=C1)C(=O)OC(C)(C)C